C(=O)O.ClC=1C=C2CCCN(C2=C(C1)C1=C2C(=NC=C1)C=C(S2)CN2C(N(C=CC2=O)CC2CC2)=O)[C@@H]2CNCC2 (S)-3-((7-(6-chloro-1-(pyrrolidin-3-yl)-1,2,3,4-tetrahydroquinolin-8-yl)thieno[3,2-b]pyridin-2-yl)methyl)-1-(cyclopropylmethyl)pyrimidine-2,4(1H,3H)-dione, formic acid salt